5-Ethyl-2,3-dihydro-benzo[1,4]dioxine-6-carboxylic acid N'-(1-tert-butyl-butyl)-N'-(3,5-dimethyl-benzoyl)-hydrazide C(C)(C)(C)C(CCC)N(NC(=O)C1=C(C2=C(OCCO2)C=C1)CC)C(C1=CC(=CC(=C1)C)C)=O